3-amino-2-(2-oxa-6-azaspiro[3.3]Hept-6-yl)propionic acid methyl ester COC(C(CN)N1CC2(COC2)C1)=O